C12CSCC(N1C1=C(C=C(C=C1)N1C(O[C@H](C1)CNC(C)=O)=O)F)C2 N-(((5S)-3-(4-(3-thia-6-azabicyclo[3.1.1]hept-6-yl)-3-fluorophenyl)-2-oxo-oxazolidin-5-yl)methyl)acetamide